C1(C=CC(N1CCCCCC(=O)ON1C(CCC1=O)=O)=O)=O N-[ε-maleimidocaproyloxy]succinimide